ClC1=C(C=C(C=2C(=C3N(C12)CCN(C3=O)CCOC)C=3C=NN(C3)C3OCCCC3)NC(OC(C)(C)C)=O)Cl tert-Butyl N-[6,7-dichloro-2-(2-methoxyethyl)-1-oxo-10-(1-tetrahydropyran-2-ylpyrazol-4-yl)-3,4-dihydropyrazino[1,2-a]indol-9-yl]carbamate